ClC=1C(=NC=C(C1)Cl)C(C)=O 1-(3,5-dichloropyridin-2-yl)ethan-1-one